CN(C/C=C/C(=O)N1C[C@@H](CC1)C(=O)[O-])C.[Li+] lithium (R,E)-1-(4-(dimethylamino)but-2-enoyl)pyrrolidine-3-carboxylate